4-(4-hydroxy-3-(hydroxymethyl)-phenoxy)benzonitrile OC1=C(C=C(OC2=CC=C(C#N)C=C2)C=C1)CO